ClC=1C=C(O[C@@H]2C([C@H](C2)NC(C2=CC=C(C=C2)N2CCC(CC2)=O)=O)(C)C)C=CC1C#N N-((1S,3S)-3-(3-chloro-4-cyanophenoxy)-2,2-dimethylcyclobutyl)-4-(4-oxopiperidin-1-yl)benzamide